C(C)OC1=CC=C(C=N1)C1=CN=CC(=N1)C(=O)N/N=C/C=1C(=NC=C(C1)O)F (E)-6-(6-ethoxypyridin-3-yl)-N'-((2-fluoro-5-hydroxypyridin-3-yl)methylene)pyrazine-2-carbohydrazide